CC1=NC=CC=C1B1OC(C)(C)C(C)(C)O1 2-methylpyridine-3-boronic acid pinacol ester